3-(1H-pyrazol-4-yl)pyrazolo[1,5-a]pyrimidin-5-amine N1N=CC(=C1)C=1C=NN2C1N=C(C=C2)N